C(C)(=O)NCC(CCCC(C(=O)O)=N)CC 6-(acetamidomethyl)-2-iminooctanoic acid